C(C)C1(NC(N(C(C1)=O)C(CCOC)C1=CC(=CC(=C1)C(NC1C(C(OC2=CC=CC=C12)(C)C)O)=O)F)=[NH2+])CC [4,4-diethyl-1-[1-[3-fluoro-5-[(3-hydroxy-2,2-dimethyl-chroman-4-yl)carbamoyl]phenyl]-3-methoxy-propyl]-6-oxo-hexahydropyrimidin-2-ylidene]ammonium